OCC(=O)NC1(CC1)C1=C(OC2=C1C=C(C=C2)OCC=2C(=NC=CC2)C(F)(F)F)C 2-hydroxy-N-[1-(2-methyl-5-{[2-(trifluoromethyl)pyridin-3-yl]methoxy}-1-benzofuran-3-yl)cyclopropyl]acetamide